FC1CC(C1)C#CC=1C=C(OC2=C(N=NN2)C(=O)O)C=CC1 5-(3-((3-fluorocyclobutyl)ethynyl)phenoxy)-1H-1,2,3-triazole-4-carboxylic acid